tert-butyl 4-(3-(1-(6-aminohexyl)-1H-pyrazol-4-yl) quinoxalin-6-yl)-3,6-dihydropyridine-1(2H)-carboxylate NCCCCCCN1N=CC(=C1)C=1C=NC2=CC=C(C=C2N1)C=1CCN(CC1)C(=O)OC(C)(C)C